{1'-[(2E)-3-(4-chlorophenyl)prop-2-en-1-yl]-5-fluorospiro[indole-3,4'-piperidin]-1(2H)-yl}(2-chloro-pyridin-4-yl)methanone ClC1=CC=C(C=C1)/C=C/CN1CCC2(CC1)CN(C1=CC=C(C=C12)F)C(=O)C1=CC(=NC=C1)Cl